BrC=1C=NN(C1N1CCN(CC1)C(=O)OC(C)(C)C)C tert-butyl 4-(4-bromo-1-methyl-1H-pyrazol-5-yl)piperazine-1-carboxylate